[NH4+].CC1=C(C(=O)P(C2=CC=CC=C2)(C2=CC=CC=C2)=O)C(=CC(=C1)C)C 2,4,6-trimethylbenzoyl-diphenylphosphine oxide, ammonium salt